BrC1=CC=C(C=C1)SC1=CC(C=2C3=C(N=C(C2C1=O)CC)N(C(N(C3=O)C)=O)C)=O 8-((4-bromophenyl)thio)-6-ethyl-2,4-dimethylpyrimido[4,5-c]isoquinoline-1,3,7,10(2H,4H)-tetraone